FC1=C(C(=C(C(=C1F)F)F)F)OS(=O)(=O)C=1C=C2C=CC(N(C2=CC1)C1=C(C=C(C=C1)Br)OC)=O 1-(4-bromo-2-methoxyphenyl)-2-oxo-1,2-dihydroquinoline-6-sulfonic acid perfluorophenyl ester